C(C)OCCOCCN1C2=CC=CC=C2C=2C=C(C=CC12)N(C=1C=CC=2N(C3=CC=CC=C3C2C1)C1=CC=C(C=C1)OCCOC)C=1C=CC=2N(C3=CC=CC=C3C2C1)CCOCCOCC 9-(2-(2-ethoxyethoxy)ethyl)-N-(9-(2-(2-ethoxyethoxy)ethyl)-9H-carbazol-3-yl)-N-(9-(4-(2-Methoxyethoxy)phenyl)-9H-carbazol-3-yl)-9H-carbazol-3-amine